NC=1SC2=C(N1)C(=CC=C2F)C2=C(C=C1C(=NC=NC1=C2F)N2CCN(CC2)C(C=C)=O)C(F)(F)F 1-(4-(7-(2-amino-7-fluorobenzo[d]thiazol-4-yl)-8-fluoro-6-(trifluoromethyl)quinazolin-4-yl)piperazin-1-yl)prop-2-en-1-one